FC=1C(=C(C=C(C1)C)O)C=1N=NC(=CC1)CC1CN(CCC1)C 3-fluoro-5-methyl-2-(6-((1-methylpiperidin-3-yl)methyl)pyridazin-3-yl)phenol